3-hydroxy-1,3-naphthalenedisulfonic acid OC1(CC(=C2C=CC=CC2=C1)S(=O)(=O)O)S(=O)(=O)O